6-Chloropyrido[4,3-d]tetrazolo[1,5-b]pyridazine ClC=1C2=C(C=3N(N1)N=NN3)C=CN=C2